CCC(C(=O)O)(C(=O)[O-])[N+](C)(C)C carboxyethylbetain